C(#N)C=1C=C2C=C(N=NC2=CC1C1CC2(CN(C2)C(=O)OC(C)(C)C)C1)C1=C(C=CC=C1)OCOC tert-butyl 6-(6-cyano-3-(2-(methoxymethoxy) phenyl) cinnolin-7-yl)-2-azaspiro[3.3]heptane-2-carboxylate